(R,S)-7-(3-(2-(1H-pyrrolo[2,3-b]pyridin-3-yl)thiazol-4-yl)phenyl)-7H-cyclopenta[b]pyridin-7-ol N1C=C(C=2C1=NC=CC2)C=2SC=C(N2)C=2C=C(C=CC2)[C@@]2(C=CC=1C2=NC=CC1)O